(1S)-2,2,2-trifluoro-1-(2-fluorophenyl)ethanamine FC([C@@H](N)C1=C(C=CC=C1)F)(F)F